FC(C=1C=CC(=NC1)C1CCC(CC1)N1CC2(CC1)CCS(CC2)(=O)=O)(F)F 2-((1r,4r)-4-(5-(Trifluoromethyl)pyridin-2-yl)cyclohexyl)-8-thia-2-azaspiro[4.5]decane 8,8-dioxide